COC1=C(C=CC(=C1)C=1C=NN(C1)C)C1=NN=C(S1)N(C1CC(NC(C1)(C)C)(C)C)C 5-(2-methoxy-4-(1-methyl-1H-pyrazol-4-yl)phenyl)-N-methyl-N-(2,2,6,6-tetramethylpiperidin-4-yl)-1,3,4-thiadiazol-2-amine